ClC1=CC=C(C(=N1)C(=O)O)N[C@H](C)C=1C=C(C=C2C(N(C(=NC12)O)C)=O)C (R)-6-Chloro-3-((1-(2-hydroxy-3,6-dimethyl-4-oxo-3,4-dihydroquinazolin-8-yl)ethyl)amino)picolinic acid